FC=1C=C2C(=CC=NC2=CC1)C1CCC2(CC(C2)C(=O)NC2=CC(=CC=C2)C(F)(F)F)CC1 (2S,4s,7S)-7-(6-fluoroquinoline-4-yl)-N-(3-(trifluoromethyl)phenyl)spiro[3.5]nonane-2-carboxamide